CO[C@@H]1CN(CC1)C(=O)OC(C)(C)C tert-butyl (3S)-3-methoxypyrrolidine-1-carboxylate